C(C)(=O)[O-].[K+].C1=C(C=CC=2SC3=C(C21)C=CC=C3)C3=CC=C(N)C=C3 4-(dibenzo[b,d]thiophen-2-yl)aniline Kalium acetate